NC1=CC=C(C=C1)C1=CC=C(C=C1)N 4,4'-diamino-1,1-biphenyl